strontium(II) trifluoromethanesulfonate FC(S(=O)(=O)[O-])(F)F.[Sr+2].FC(S(=O)(=O)[O-])(F)F